C(=O)(OCC1=CC=CC=C1)N1C(C(C2=CC=CC=C12)=C)=O N-carbobenzoxy-3-methyleneindolone